C(C)OC(=O)C1CCN(CC1)C1=NC(=C(N=C1Cl)I)CCC1CC1 (3-chloro-6-(2-cyclopropylethyl)-5-iodopyrazin-2-yl)piperidine-4-carboxylic acid ethyl ester